C1(CCCCCCCCCCC1)CC(S(=O)(=O)C1=CC=CC=C1)[Ge](C)(C)C (2-cyclododecyl-1-(phenylsulfonyl)ethyl)trimethylgermane